3-ethynyl-5-hydroxy-2-azabicyclo[2.2.1]heptane-2-carboxylate C(#C)C1N(C2CC(C1C2)O)C(=O)[O-]